NC1=NNC2=C1C(=NC=C2C2=CC=NC=1N2N=CC1)C1=CC=C(CNC(C2=C(C=CC(=C2)F)OC)=O)C=C1 N-(4-(3-amino-7-(pyrazolo[1,5-a]pyrimidin-7-yl)-1H-pyrazolo[4,3-c]pyridin-4-yl)benzyl)-5-fluoro-2-methoxybenzamide